CN1C(=NC2=C(C=C(C=C2C1=O)C)\C(\C)=N/[S@](=O)C(C)(C)C)C1=NN(C2=CC=CC=C12)C (R,Z)-N-(1-(3,6-dimethyl-2-(1-methyl-1H-indazol-3-yl)-4-oxo-3,4-dihydroquinazolin-8-yl)ethylidene)-2-methylpropane-2-sulfinamide